[Si](C)(C)(C(C)(C)C)P[Si](C)(C)C (t-butyldimethylsilyl)(trimethylsilyl)phosphine